C(C1=CC=CC=C1)N1CC2(CC(C2)OCC2=CC=CC=C2)C(C1)(F)F 6-benzyl-2-(benzyloxy)-8,8-difluoro-6-azaspiro[3.4]octane